ClC=1C=C(C(=C(C1)NC(=O)NCC=1C=C2CN(C(C2=CC1F)=O)C1C(NC(CC1)=O)=O)F)O 1-(5-chloro-2-fluoro-3-hydroxy-phenyl)-3-[[2-(2,6-dioxo-3-piperidyl)-6-fluoro-1-oxo-isoindolin-5-yl]methyl]urea